2-{[3,5-dicyano-4-ethyl-6-(4-ethyl-1,4-diazepan-1-yl)pyridin-2-yl]sulfanyl}-2-phenylacetamide C(#N)C=1C(=NC(=C(C1CC)C#N)N1CCN(CCC1)CC)SC(C(=O)N)C1=CC=CC=C1